C(C=C)(=O)N1[C@H](CN(CC1)C=1C2=C(N=C(N1)OC[C@H]1N(CCC1)C)CN(CC2)C2=CC=CC1=CC=CC(=C21)Br)CC#N 2-((S)-1-acryloyl-4-(7-(8-bromonaphthalen-1-yl)-2-(((S)-1-methylpyrrolidin-2-yl)methoxy)-5,6,7,8-tetrahydropyrido[3,4-d]pyrimidin-4-yl)piperazin-2-yl)acetonitrile